C(#N)C1=CC=2N(N=C1)C(=CC2)C(=O)NC2=CC1=CN(N=C1C=C2OCCO)C2CCC(CC2)N2CCNCC2 3-cyano-N-(6-(2-hydroxyethoxy)-2-((1r,4r)-4-(piperazin-1-yl)cyclohexyl)-2H-indazol-5-yl)pyrrolo[1,2-b]pyridazine-7-carboxamide